N=C1N(C=CC=N1)C imino-1-methylpyrimidine